SCC1(CC1)CC(=O)O 1-(mercaptomethyl)-cyclopropylacetic acid